4-phenyl-3,4-dihydroisoquinolin C1(=CC=CC=C1)C1CN=CC2=CC=CC=C12